ClC1=CC(=CC=2COB(C21)O)NC2=NC=C(C(=N2)N[C@H]2[C@@H](CCC2)C#N)C(F)(F)F (trans)-2-[[2-[(7-chloro-1-hydroxy-3H-2,1-benzoxaborole-5-yl)amino]-5-(trifluoromethyl)pyrimidin-4-yl]amino]cyclopentanecarbonitrile